ClC1=C(C=2N=C(N=C(C2C=N1)N1C[C@@H](NCC1)CC#N)OC[C@]12CCCN2C[C@@H](C1)F)F 2-((S)-4-(7-chloro-8-fluoro-2-(((2R,7aS)-2-fluorotetrahydro-1H-pyrrolizin-7a(5H)-yl)methoxy)pyrido[4,3-d]pyrimidin-4-yl)piperazin-2-yl)acetonitrile